N=1C(=CN2C1C=CC=C2)N2C(CN(CC2)C(=O)OC(C)(C)C)=O tert-butyl 4-imidazo[1,2-a]pyridin-2-yl-3-oxo-piperazine-1-carboxylate